5-(4'-chloro-4,6-dihydroxy-[1,1'-biphenyl]-3-yl)-N-ethyl-4-(4-(morpholinomethyl)phenyl)isoxazole-3-carboxamide ClC1=CC=C(C=C1)C1=CC(=C(C=C1O)O)C1=C(C(=NO1)C(=O)NCC)C1=CC=C(C=C1)CN1CCOCC1